2-chloro-4-phenyl-6-(8-phenyldibenzo[b,d]furan-2-yl)-1,3,5-triazine ClC1=NC(=NC(=N1)C1=CC=CC=C1)C1=CC2=C(OC3=C2C=C(C=C3)C3=CC=CC=C3)C=C1